N-(4-fluoro-3-methylphenyl)-1-(2-fluoroethyl)-2,4-dimethyl-5-(2-oxo-2-((1,1,1-trifluoro-2-methylpropan-2-yl)amino)acetyl)-1H-pyrrole-3-carboxamide FC1=C(C=C(C=C1)NC(=O)C1=C(N(C(=C1C)C(C(NC(C(F)(F)F)(C)C)=O)=O)CCF)C)C